2-ethyl-N-(3-(3'-fluoro-4'-(trifluoromethoxy)-[1,1'-biphenyl]-4-yl)propyl)-6-methylthieno[2,3-d]pyrimidin-4-amine C(C)C=1N=C(C2=C(N1)SC(=C2)C)NCCCC2=CC=C(C=C2)C2=CC(=C(C=C2)OC(F)(F)F)F